C(CCCCCCCCCCCCCCCCCCCCCCCCCCCCCCCCCCC)(C(=O)O)C(=O)O hexatriacontanedicarboxylic acid